[Na+].[Na+].C(C)(=O)NC=1C=C(C(=CC1)C=CC=1C(=CC(=CC1)N=C=S)S(=O)(=O)[O-])S(=O)(=O)[O-] 4-acetamido-4'-isothiocyanato-2,2'-stilbenedisulfonic acid disodium salt